[Na+].[Na+].[S-]C1=NC=2N(C(=N1)[O-])N=CN2.C2(CCCCCC2)S(=O)(=O)OC methyl cycloheptyl-sulfonate 5-sulfido-[1,2,4]triazolo[1,5-a][1,3,5]triazin-7-olate disodium salt